(S)-4-chloro-N-(4-(2,5-difluorophenyl)-2-(3-fluoropyrrolidin-1-yl)pyridin-3-yl)benzamide formic acid salt C(=O)O.ClC1=CC=C(C(=O)NC=2C(=NC=CC2C2=C(C=CC(=C2)F)F)N2C[C@H](CC2)F)C=C1